NC=1NC(C=2N(C=NC2N1)CC1=CC=CC=C1)=O 2-amino-7-benzyl-1H-purin-6(7H)-one